N-(1-Acetylpyrrolidin-3-yl)-4-(pyridin-2-yl)-3,4-dihydroquinoxaline-1(2H)-carboxamide C(C)(=O)N1CC(CC1)NC(=O)N1CCN(C2=CC=CC=C12)C1=NC=CC=C1